C(CCCCCCCCCCC)(=O)[O-].C(CCCCCCCCCCC)(=O)[O-].[Sn+4].C(C)(=O)[O-].C(CCCCCCC)[Sn+2]CCCCCCCC dioctyltin acetate tin dilaurate